2,2-dimethyl-1-(2,2-dimethyl-7-((triisopropylsilyl)oxy)-3-vinyl-2H-chromen-6-yl)ethan-1-one CC(C(=O)C=1C=C2C=C(C(OC2=CC1O[Si](C(C)C)(C(C)C)C(C)C)(C)C)C=C)C